C(C)(C)(C)OOC1(CC(CC(C1)C)(C)C)OOC(C)(C)C 1,1-Bis(t-Butylperoxy)-3,3,5-trimethylcyclohexan